dicyclohexyl-2,6-dimethylaminobenzene C1(CCCCC1)C=1C=C(C(=CC1NC)NC)C1CCCCC1